rac-6-(4-((R*)-2-methyl-4-((R*)-3-oxo-4-(trifluoromethyl)-3,5,6,7-tetrahydro-2H-cyclopenta[c]pyridazin-7-yl)morpholine-2-carbonyl)piperazin-1-yl)nicotinonitrile C[C@@]1(CN(CCO1)[C@@H]1CCC=2C1=NNC(C2C(F)(F)F)=O)C(=O)N2CCN(CC2)C2=NC=C(C#N)C=C2 |r|